tert-butyl-4-(2-((2-(ditetradecylamino)ethyl)(tetradecyl)amino)ethyl)piperazine C(C)(C)(C)N1CCN(CC1)CCN(CCCCCCCCCCCCCC)CCN(CCCCCCCCCCCCCC)CCCCCCCCCCCCCC